propanenitrile phosphate P(=O)(O)(O)O.C(CC)#N